F[C@H]1CN(CC[C@H]1NC1=C2C=C(N(C2=CC=C1)CC(F)(F)F)C1=NOC(=N1)CNC(=O)C=1SC(=CC1)C(C)(C)O)C N-[[3-[4-[[(3S,4R)-3-fluoro-1-methyl-4-piperidyl]amino]-1-(2,2,2-trifluoroethyl)indol-2-yl]-1,2,4-oxadiazol-5-yl]methyl]-5-(1-hydroxy-1-methyl-ethyl)thiophene-2-carboxamide